C(C)(C)(C)S(=O)(=O)C=1C(=CC=2N(C1)C(=CN2)C=2C=CC(=NC2F)N)OC 5-(6-(tert-butylsulfonyl)-7-methoxyimidazo[1,2-a]pyridin-3-yl)-6-fluoropyridin-2-amine